(R)-1-BOC-3-hydroxymethyl-piperazine C(=O)(OC(C)(C)C)N1C[C@@H](NCC1)CO